9'-(4,4,5,5-tetramethyl-1,3,2-dioxaborolan-2-yl)-2'H-spiro[cyclopropane-1,1'-pyrazino[1,2-b]indazol]-3'(4'H)-one CC1(OB(OC1(C)C)C1=CC2=C3N(N=C2C=C1)CC(NC31CC1)=O)C